N-benzyl-N-(5-(tert-butyl)isoxazol-3-yl)but-2-ynamide C(C1=CC=CC=C1)N(C(C#CC)=O)C1=NOC(=C1)C(C)(C)C